NC=1C=NN(C1)C(C)C=1C=C(C=NC1C)F 5-(1-(4-amino-1H-pyrazol-1-yl)ethyl)-3-fluoro-6-methylpyridin